tert-butyl (1S,6S)-5-(6-ethyl-2-methyl-8-oxo-5,8-dihydropyrido[2,3-b]thiazolo[4,5-e]pyrazin-7-yl)-2,5-diazabicyclo[4.2.0]octane-2-carboxylate C(C)C1=C(C(C=2C(=NC3=C(N2)N=C(S3)C)N1)=O)N1CCN([C@H]3CC[C@H]13)C(=O)OC(C)(C)C